FC1=C(C=CC(=C1)F)S(=O)(=O)NC(OC)=O methyl N-(2,4-difluorophenyl)sulfonylcarbamate